allyl (2-trifluoromethyl-2-propen-1-yloxy) fluorophosphate P(=O)(OCC=C)(OOCC(=C)C(F)(F)F)F